C(C)(=O)N1[C@@H](CCC1)C(=O)N1CCC(CC1)CC(=O)N[C@H](C(=O)OC)CC1=CC=C(C=C1)OCC1=CC=CC=C1 Methyl (S)-2-(2-(1-(acetyl-L-prolyl)piperidin-4-yl)acetamido)-3-(4-(benzyloxy)phenyl)-propanoate